[IH2+].C1(=CC=CC=C1)P(OC(C1=C(C=C(C=C1C)C)C)=O)C1=CC=CC=C1 diphenyl-(2,4,6-trimethylbenzoyl)oxyphosphorus, iodonium salt